5-(3-(difluoromethoxy)phenyl)-N-(3-(2-hydroxypropyl)-1,2,4-thiadiazol-5-yl)furan-3-carboxamide methyl-7-chloro-6-isopropyl-furo[2,3-b]pyrazine-2-carboxylate COC(=O)C=1N=C2C(=NC1)OC(=C2Cl)C(C)C.FC(OC=2C=C(C=CC2)C2=CC(=CO2)C(=O)NC2=NC(=NS2)CC(C)O)F